CC=1C(=NC=CC1)O[C@@H]1CN(CC1)C1=C(C=C(C=C1)C1=CC=CC=C1)CCO (S)-2-(4-(3-(3-methylpyridin-2-yloxy)pyrrolidin-1-yl)biphenyl-3-yl)ethanol